5-(Azetidin-3-yl)-2-(2-chloro-4-methylsulfonyl-phenyl)pyrimidine N1CC(C1)C=1C=NC(=NC1)C1=C(C=C(C=C1)S(=O)(=O)C)Cl